N[C@H]1C[C@H](C1)C1=C(C#N)C=CC(=C1)C ((cis)-3-aminocyclobutyl)-4-methylbenzonitrile